FC1=C(C(=CC(=C1)OC)F)C1=C(C(N(N1C)C1=NC(=CC=C1C(F)(F)F)OCCOC)=O)NC(C1=CC=C(C=C1)OC(F)F)=O N-[5-(2,6-difluoro-4-methoxyphenyl)-2-[6-(2-methoxyethoxy)-3-(trifluoromethyl)pyridin-2-yl]-1-methyl-3-oxo-2,3-dihydro-1H-pyrazol-4-yl]-4-(difluoromethoxy)benzamide